NC1=CC=C(OC2=CC=C(C=C2)OC2=CC=C(C=C2)OC2=CC=C(C=C2)N)C=C1 bis-[4-(4-aminophenoxy)phenyl] ether